COC1=CC(=C(C(=O)NC2=C(C=C(C=C2)S(N[C@H](C)C2CCN(CC2)C)(=O)=O)C)C=C1)C (R)-4-methoxy-2-methyl-N-(2-methyl-4-(N-(1-(1-methylpiperidin-4-yl)ethyl)sulfamoyl)phenyl)benzamide